C(C)(C)(C)N(C(O)=O)C=1C=C2C(=NN(C2=CC1)C)C1=CCC(CC1)(F)F.ClC1=NC=CC(=N1)C1=CC=C2CN(C(C2=C1)=O)CC=1OC2=C(C1)C=CC=C2C(=O)N 2-((6-(2-chloropyrimidin-4-yl)-1-oxoisoindol-2-yl)methyl)benzofuran-7-carboxamide tert-butyl-(3-(4,4-difluorocyclohex-1-ene-1-yl)-1-methyl-1H-indazol-5-yl)carbamate